10-undecadienal C=CC=CCCCCCC(C)=O